ClC1=CC(=C(C=C1)CCC(=O)O)C#N 3-(4-chloro-2-cyanophenyl)propanoic acid